2-(2-methoxypyridin-3-yl)-N-(4-(1-methyl-4-(trifluoromethyl)-1H-imidazol-2-yl)benzyl)-9-(tetrahydro-2H-pyran-2-yl)-9H-purin-6-amine COC1=NC=CC=C1C1=NC(=C2N=CN(C2=N1)C1OCCCC1)NCC1=CC=C(C=C1)C=1N(C=C(N1)C(F)(F)F)C